C(C)(C)(C)OC(=O)NC1=C(C=C(C=C1)C=1SC(=CC1)F)NC(=O)C1=CC=C(C=C1)[S@](=NC(OC(C)(C)C)=O)(=O)C (R)-tert-butyl N-[[4-[[2-(tert-butoxycarbonylamino)-5-(5-fluoro-2-thienyl)phenyl]carbamoyl]phenyl]-methyl-oxo-sulfanylidene]carbamate